2-(tert-butyl)-5-oxooxazolidine-3-carboxylate C(C)(C)(C)C1OC(CN1C(=O)[O-])=O